[Si](C)(C)(C(C)(C)C)OC1CC(C1)(C(=O)N1C(C2=CC=CC=C2C1=O)=O)C 2-(3-((tert-butyldimethylsilyl)oxy)-1-methylcyclobutane-1-carbonyl)isoindoline-1,3-dione